CC1=C(C=CC(=C1)C)C1=NC(=NC(=N1)C1=C(C=C(C=C1)C)C)C1=C(C=C(C=C1)OCCCCCCCC)O 2-[4,6-bis(2,4-dimethylphenyl)-1,3,5-triazin-2-yl]-5-octoxy-phenol